tert-butyl (3-bromo-2-((ethoxy(hydroxy)phosphoryl)difluoromethyl)benzo[b]thiophen-7-yl)(4,4,4-trifluorobutyl)carbamate BrC=1C2=C(SC1C(F)(F)P(=O)(O)OCC)C(=CC=C2)N(C(OC(C)(C)C)=O)CCCC(F)(F)F